(R)-3-hydroxy-3-(3-(2-(5-methoxy-1-tosyl-1H-pyrrolo[2,3-b]pyridin-3-yl)thiazol-4-yl)phenyl)-1-methylpyrrolidin-2-one O[C@@]1(C(N(CC1)C)=O)C1=CC(=CC=C1)C=1N=C(SC1)C1=CN(C2=NC=C(C=C21)OC)S(=O)(=O)C2=CC=C(C)C=C2